methyl 2-(6-phenylisoquinolin-3-yl)acetate C1(=CC=CC=C1)C=1C=C2C=C(N=CC2=CC1)CC(=O)OC